BrC1=C(C=C(C(=O)OC(C)C)C#N)C=CC=C1 isopropyl 2-bromo-α-cyanocinnamate